C(\C=C/CCCCCC)OC(CCCCCCCC(CCCCCCCC(=O)OC\C=C/CCCCCC)OC(CCCN(C)C)=O)=O 9-[4-(dimethylamino)butyryloxy]heptadecanedioic acid bis[(Z)-non-2-enyl] ester